5-oxo-1-[(thiophen-2-yl)methyl]Pyrrolidine-3-carboxylic acid O=C1CC(CN1CC=1SC=CC1)C(=O)O